ethyl (S)-5-oxopiperidine-2-carboxylate O=C1CC[C@H](NC1)C(=O)OCC